COC(=O)C=1SC=CC1NC1=NC(=NC=C1Cl)NC1=CC(=CC=C1)N1CCOCC1 3-[5-chloro-2-(3-morpholin-4-ylphenylamino)-pyrimidin-4-ylamino]-thiophene-2-carboxylic acid methyl ester